BrC1=CC=C(C=C1)C1=NC2=C(N1C1=CC=C(C=C1)OC)C1=CC=CC=C1C=1C=CC=CC12 2-(4-bromophenyl)-1-(4-methoxyphenyl)-1H-phenanthro[9,10]imidazole